(4S)-4-(2,3-dichloro-6-hydroxyphenyl)-1-(isoxazol-4-yl)pyrrolidin-2-one ClC1=C(C(=CC=C1Cl)O)[C@@H]1CC(N(C1)C=1C=NOC1)=O